CC1=NOC(=C1C=1C=CC(=NC1)NC(C(C1CCC(CC1)C)C1=NN(C(=C1)C(=O)N)C(C)C)=O)C 2-((5-(3,5-dimethylisoxazol-4-yl)pyridin-2-yl)amino)-1-((1r,4S)-4-methylcyclohexyl)-2-oxoethyl-1-isopropyl-1H-pyrazole-5-carboxamide